(2-chloro-4-fluoro-phenyl)-[8-(2-hydroxy-3-methyl-phenyl)-3,8-diazabicyclo[3.2.1]octan-3-yl]methanone ClC1=C(C=CC(=C1)F)C(=O)N1CC2CCC(C1)N2C2=C(C(=CC=C2)C)O